N1(CCOCC1)CCOC=1C=CC(=NC1)C1=NC=CC2=C1N=C(N=C2)NC=2C=NC(=CC2)N2CCOCC2 8-(5-(2-morpholinylethoxy)pyridin-2-yl)-N-(6-morpholinylpyridin-3-yl)pyrido[3,4-d]pyrimidin-2-amine